ClC=1C2=C(SC1C(=O)N(CC1=CC(=CC=C1)C1=CC=NC=C1)[C@@H]1CC[C@H](CC1)NC)C=CC=C2 3-Chloro-N-[trans-4-(methylamino)cyclohexyl]-N-[[3-(4-pyridinyl)phenyl]methyl]benzo[b]thiophene-2-carboxamide